6-methyl-N6-((1r,4s)-4-methylcyclohexyl)pyridine-2,6-dicarboxamide dihydrochloride Cl.Cl.CC1(C=CC=C(N1)C(=O)N)C(=O)NC1CCC(CC1)C